C(CCCCCC)OCOCCCC(CC(CC(C)Cl)C)C 8-chloro-4,6-dimethylnonyl heptyloxymethyl ether